2-[2-(methylsulfanyl)phenyl][1,2,4]triazolo[1,5-c]quinazolin CSC1=C(C=CC=C1)C1=NN2C=NC=3C=CC=CC3C2=N1